O[C@H](CC(=O)O)C[N+](C)(C)C (R)-3-hydroxy-4-trimethylammoniobutyric acid